5-(4-(7H-pyrrolo[2,3-d]pyrimidin-4-yl)-3,4-dihydro-2H-1,4-thiazin-6-yl)pyrimidin-2-amine N1=CN=C(C2=C1NC=C2)N2CCSC(=C2)C=2C=NC(=NC2)N